N-(2,6-difluoro-3-(5-(6-(trifluoro-methyl)pyridin-3-yl)-1H-pyrrolo-[2,3-b]pyridine-3-carbonyl)phenyl)-propane-1-sulfonamide FC1=C(C(=CC=C1C(=O)C1=CNC2=NC=C(C=C21)C=2C=NC(=CC2)C(F)(F)F)F)NS(=O)(=O)CCC